2-[(2E)-2-(aminomethyl)-3-fluoroprop-2-en-1-yl]-4-({5-[6-(methylsulfanyl)pyridin-3-yl]thiophen-2-yl}methyl)-2,4-dihydro-3H-1,2,4-triazol-3-one hydrochloride Cl.NC/C(/CN1N=CN(C1=O)CC=1SC(=CC1)C=1C=NC(=CC1)SC)=C\F